N1=CC(=CC=C1)CN1N=CC2=CC=C(C=C12)C(=O)O 1-Pyridin-3-ylmethyl-1H-indazole-6-carboxylic acid